4-(trifluoromethoxy)phenethylamine FC(OC1=CC=C(CCN)C=C1)(F)F